N-(tert-Butoxycarbonyl)-3,4-dihydroxy-L-phenylalanine C(C)(C)(C)OC(=O)N[C@@H](CC1=CC(=C(C=C1)O)O)C(=O)O